OCC1(CC1)N1N=NC(=C1)C(=O)NCC=1SC(=NN1)C1=CC=CC=C1 1-(1-(hydroxymethyl)cyclopropyl)-N-((5-phenyl-1,3,4-thiadiazol-2-yl)methyl)-1H-1,2,3-triazole-4-carboxamide